4-[2-[4-[1-(2,2-difluoro-1,3-benzodioxol-5-yl)-5-isopropyl-pyrazol-3-yl]piperazin-1-yl]ethyl]morpholine FC1(OC2=C(O1)C=CC(=C2)N2N=C(C=C2C(C)C)N2CCN(CC2)CCN2CCOCC2)F